FC1(CCC(CC1)[C@@H](C=1N=C2N(N=CC(=C2)C(=C)COC)C1)NC(OC(C)(C)C)=O)F tert-Butyl (S)-((4,4-difluorocyclohexyl)(7-(3-methoxyprop-1-en-2-yl)imidazo[1,2-b]pyridazin-2-yl)methyl)carbamate